(1s,4s)-quinuclidin-3-yl-6-(4-((4-(1H-pyrazol-4-yl)phenyl)amino)pyrimidin-2-yl)-3,4-dihydroisoquinoline-2(1H)-carboxylate N12CC(C(CC1)CC2)OC(=O)N2CC1=CC=C(C=C1CC2)C2=NC=CC(=N2)NC2=CC=C(C=C2)C=2C=NNC2